2,2,2-Trifluoro-acetate FC(C(=O)[O-])(F)F